methyl 4-(bis(4-methoxybenzyl)amino)-1-(2,6-dichloro-4-cyanophenyl)-6-oxo-1,6-dihydropyrimidine-5-carboxylate COC1=CC=C(CN(C=2N=CN(C(C2C(=O)OC)=O)C2=C(C=C(C=C2Cl)C#N)Cl)CC2=CC=C(C=C2)OC)C=C1